C(C)OC(C[C@@H](C=1SC=C(C1)C1=CC=CC=C1)N[S@](=O)C1=CC=C(C=C1)C)=O (S)-3-((R)-4-methylphenyl-sulfinylamino)-3-(4-phenylthiophen-2-yl)propanoic acid ethyl ester